3-[(1R)-1-aminoethyl]-4-fluoro-5-(trifluoromethyl)aniline hydrochloride Cl.N[C@H](C)C=1C=C(N)C=C(C1F)C(F)(F)F